tri-n-nonylethyl-ammonium bromide [Br-].C(CCCCCCCC)[N+](CC)(CCCCCCCCC)CCCCCCCCC